Methyl 2-(6-bromo-1-((2-(trimethylsilyl)ethoxy)methyl)-1H-pyrrolo[2,3-b]pyridin-2-yl)-7-methoxy-1-methyl-1H-benzo[d]imidazole-5-carboxylate BrC1=CC=C2C(=N1)N(C(=C2)C2=NC1=C(N2C)C(=CC(=C1)C(=O)OC)OC)COCC[Si](C)(C)C